C[C@H]1OCCN(C1)C=O ((R)-2-methylmorpholino)methanone